N-phenyl-naphtho[2,1-d]thiazole-2-amine C1(=CC=CC=C1)NC=1SC2=C(N1)C=CC1=CC=CC=C12